BrC1=CC=C2[C@@]3(C(NC2=C1)=O)C1(N([C@H]([C@@H]3C3=C(C(=CC=C3)Cl)F)C(=O)OC)[C@@H]([C@H](C3=CC=CC=C3)O)C3=CC=CC=C3)CCCCC1 Methyl (3'R,4'S,5'R)-6''-bromo-4'-(3-chloro-2-fluorophenyl)-1'-((1R,2S)-2-hydroxy-1,2-diphenylethyl)-2''-oxodispiro[cyclohexane-1,2'-pyrrolidine-3',3''-indoline]-5'-carboxylate